C1(CC1)C1=NC(=CC(=C1)C1=C(C=C(C#N)C=C1)C=1N(C=CN1)C)N1C(C2=C(C(=C1)S(=O)(=O)C)C=C(N2COCC[Si](C)(C)C)C(C)O)=O 4-[2-cyclopropyl-6-[2-(1-hydroxyethyl)-4-methylsulfonyl-7-oxo-1-(2-trimethylsilyl-ethoxymethyl)pyrrolo[2,3-c]pyridin-6-yl]pyridin-4-yl]-3-(1-methylimidazol-2-yl)benzonitrile